8-(2-((tert-butyldimethylsilyl)oxy)ethyl)-2,2,3,3,14,14,15,15-octamethyl-4,7,10,13-tetraoxa-3,14-disilahexadecane [Si](C)(C)(C(C)(C)C)OCCC(OCCO[Si](C(C)(C)C)(C)C)COCCO[Si](C(C)(C)C)(C)C